(5S,8S)-N-(5,7-dichloro-chroman-4-yl)-5-fluoro-8-hydroxy-5,6,7,8-tetra-hydroquinoline-5-carboxamide ClC1=C2C(CCOC2=CC(=C1)Cl)NC(=O)[C@]1(C=2C=CC=NC2[C@H](CC1)O)F